NC1=NC=2C=CC(=CC2C2=C1C=NN2C)C(=O)N(C=2C=NN(C2)C)CC2=NC=C(C=C2)C#C 4-amino-N-((5-ethynylpyridin-2-yl)methyl)-1-methyl-N-(1-methyl-1H-pyrazol-4-yl)-1H-pyrazolo[4,3-c]quinoline-8-carboxamide